NC=1C=C(\C=C/2\C(NC3=C(S2)C=CC(=C3)S(=O)(=O)CC3=C(C=CC=C3OC)OC)=O)C=CC1OC (Z)-2-(3-amino-4-methoxybenzylidene)-6-((2,6-dimethoxybenzyl)sulfonyl)-2H-benzo[b][1,4]thiazin-3(4H)-one